N[C@H](C(F)(F)F)C1CCN(CC1)C(=O)OCC1=CC=CC=C1 benzyl (S)-4-(1-amino-2,2,2-trifluoroethyl)piperidine-1-carboxylate